NC[C@@H](O)C(=O)O d-isoserine